FC(C1=NC(=NO1)C1=CC=C(C=C1)CC1=NN(C=C1)CC#N)(F)F 3-[[4-[5-(trifluoromethyl)-1,2,4-oxadiazol-3-yl]phenyl]methyl]-1H-pyrazole-1-acetonitrile